N,N'-di-[2-(m-methoxybenzenesulfonyloxy)phenyl]urea COC=1C=C(C=CC1)S(=O)(=O)OC1=C(C=CC=C1)NC(=O)NC1=C(C=CC=C1)OS(=O)(=O)C1=CC(=CC=C1)OC